O1C[C@@H](CC1)N(NCC1=NC=C(C=C1)C(F)(F)F)C(C)=O N-[(3R)-tetrahydrofuran-3-yl]-N'-[[5-(trifluoromethyl)-2-pyridyl]methyl]acetohydrazide